5-{8-fluoro-6-hydroxy-2-[2-(1-methyl-1H-pyrazol-4-yl)ethyl]-1,2,3,4-tetrahydroisoquinolin-7-yl}-1λ6,2,5-thiadiazolidine-1,1,3-trione FC=1C(=C(C=C2CCN(CC12)CCC=1C=NN(C1)C)O)N1CC(NS1(=O)=O)=O